(1S,4S)-N,N-dimethyl-4-((2-((4-methyltetrahydro-2H-pyran-4-yl)amino)-5-nitropyrimidin-4-yl)amino)cyclohexane-1-carboxamide CN(C(=O)C1CCC(CC1)NC1=NC(=NC=C1[N+](=O)[O-])NC1(CCOCC1)C)C